tert-butyl-[2-[[3-[[5-methyl-4-(4,4,5,5-tetramethyl-1,3,2-dioxaborolan-2-yl)pyrazol-1-yl]methyl]-1-adamantyl]oxy]ethoxy]-diphenyl-silane C(C)(C)(C)[Si](C1=CC=CC=C1)(C1=CC=CC=C1)OCCOC12CC3(CC(CC(C1)C3)C2)CN2N=CC(=C2C)B2OC(C(O2)(C)C)(C)C